C(C)OC=1N=C(C2=CC=C(C=C2C1)C(=O)O)N1CCC(CC1)C(F)(F)F 3-ethoxy-1-(4-(trifluoromethyl)piperidin-1-yl)isoquinoline-6-carboxylic acid